C(C)C=1C=C(C=CC1)C1=CC(=C(C(=C1)F)C(=O)N1CCC(CC1)CN1CCN(CC1)CC(=O)N1CCN(CC1)C(=O)C=1C=C(CC2=NNC(C3=CC=CC=C23)=O)C=CC1F)F 4-(3-(4-(2-(4-((1-(3'-ethyl-3,5-difluoro-[1,1'-biphenyl]-4-carbonyl)piperidin-4-yl)methyl)piperazin-1-yl)acetyl)piperazine-1-carbonyl)-4-fluorobenzyl)phthalazin-1(2H)-one